NC1=C(C=C(C=N1)NC(C(N1[C@@H](C[C@@H]([C@H](C1)C)CC(C)C)C=1C=CC2=C(N=CS2)C1)=O)=O)C |r| N-(6-amino-5-methyl-3-pyridyl)-2-oxo-2-[rac-(2S,4S,5R)-2-(1,3-benzothiazol-5-yl)-4-isobutyl-5-methyl-1-piperidyl]acetamide